(3R)-3-(4-Chlorophenyl)-2-[(5-chloropyrimidin-2-yl)methyl]-4-fluoro-6-[(1S)-1-hydroxy-1-(1-methylpiperidin-4-yl)propyl]-3-(2-hydroxyethoxy)-2,3-dihydro-1H-isoindol-1-on ClC1=CC=C(C=C1)[C@@]1(N(C(C2=CC(=CC(=C12)F)[C@](CC)(C1CCN(CC1)C)O)=O)CC1=NC=C(C=N1)Cl)OCCO